3,3'-Biphenyl diisocyanate [N-]=C=O.[N-]=C=O.C1=CC(=CC=C1)C=1C=CC=CC1